NC1=C(C(=C(C(=C1I)C(=O)NCCCO)I)C(=O)NCCCO)I 1-amino-3,5-bis(hydroxypropylaminocarbonyl)-2,4,6-triiodobenzene